NCCC1=C(C=CC=C1)O 2-amino-ethyl-phenol